C12CNCC(C1C1=C3CN(CC3=CC=C1F)C1C(NC(CC1)=O)=O)C2 4-(3-Azabicyclo[3.1.1]heptane-6-yl)-2-(2,6-dioxopiperidin-3-yl)-5-fluoroisoindoline